4,4,5,5-tetramethyl-2-(1-(tetrahydro-4H-pyran-4-ylidene)ethyl)-1,3,2-dioxaborolane CC1(OB(OC1(C)C)C(C)=C1CCOCC1)C